BrCCCCCSC1=C2CN(C(C2=CC=C1)=C=O)C1C(NC(CC1)=O)=O 3-(4-((5-bromopentyl)thio)-1-carbonylisoindolin-2-yl)piperidine-2,6-dione